25-methyl-3β-hydroxy-cholest-5-ene CC(C)(C)CCC[C@@H](C)[C@H]1CC[C@H]2[C@@H]3CC=C4C[C@H](CC[C@]4(C)[C@H]3CC[C@]12C)O